ethyl 2-[4-[(2S)-3-(3-bromo-2-methyl-phenoxy)-2-methyl-propyl]-1-piperidyl]acetate BrC=1C(=C(OC[C@H](CC2CCN(CC2)CC(=O)OCC)C)C=CC1)C